CC=1C(=NN(N1)C1CCN(CC1)C)NC1=NC=C(C(=C1)NCCCNC(=O)C1CCC1)C(F)(F)F N-(3-((2-((5-methyl-2-(1-methylpiperidin-4-yl)-2H-1,2,3-triazol-4-yl)amino)-5-(trifluoromethyl)pyridin-4-yl)amino)propyl)cyclobutanecarboxamide